C(C)OC(=O)C1C(C1)CCNC1=C(C=C(C=C1F)[N+](=O)[O-])F 2-[2-(2,6-difluoro-4-nitro-anilino)ethyl]Cyclopropanecarboxylic acid ethyl ester